dicyclopentyl-(3-fluorophenyl)phosphine tert-butyl-(4-(difluoromethyl)-6-((1-methylazetidin-3-yl)oxy)pyridin-2-yl)carbamate C(C)(C)(C)N(C(O)=O)C1=NC(=CC(=C1)C(F)F)OC1CN(C1)C.C1(CCCC1)P(C1=CC(=CC=C1)F)C1CCCC1